ethyl 2-[3-(3-acetamidopropanamido)-5'-fluoro-1'-methyl-[4,6'-biindazol]-1-yl]acetate C(C)(=O)NCCC(=O)NC1=NN(C=2C=CC=C(C12)C1=C(C=C2C=NN(C2=C1)C)F)CC(=O)OCC